C(=O)(O)C=1C(C=C(C(C1)=O)C(=O)O)=O 2,5-dicarboxy-p-benzoquinone